(4-bromophenyl)trimethylsilane BrC1=CC=C(C=C1)[Si](C)(C)C